5-(2-(Dimethylamino)ethoxy)-N-(1-(4-hydroxyphenyl)cyclopropyl)-2-methylbenzamide CN(CCOC=1C=CC(=C(C(=O)NC2(CC2)C2=CC=C(C=C2)O)C1)C)C